CC1=C(C=CC(=C1)N(C1=CC=CC=C1)C1=CC=CC2=CC=CC=C12)C1=C(C=C(C=C1)N(C1=CC=CC=C1)C1=CC=CC2=CC=CC=C12)C 2,2'-dimethyl-N,N'-di-1-naphthyl-N,N'-diphenyl-[1,1'-biphenyl]-4,4'-diamine